N-[(2R)-1,4-dioxan-2-ylmethyl]-8-methyl-2-{[(2R)-4-methylmorpholin-2-yl]methyl}-4,5-dihydro-2H-furo[2,3-g]indazole-7-carboxamide O1[C@@H](COCC1)CNC(=O)C1=C(C2=C(CCC3=CN(N=C23)C[C@H]2CN(CCO2)C)O1)C